N-(5-(5-methoxybenzo[d]thiazol-2-yl)pyridin-2-yl)acetamide COC=1C=CC2=C(N=C(S2)C=2C=CC(=NC2)NC(C)=O)C1